6-(3-(2-(1-(3,4-dichlorophenyl)cyclopropoxy)acetyl)-3,8-diazabicyclo[3.2.1]octan-8-yl)nicotinonitrile ClC=1C=C(C=CC1Cl)C1(CC1)OCC(=O)N1CC2CCC(C1)N2C2=NC=C(C#N)C=C2